C(CCCCCCCCCCCCC)(=O)N(C(C)=O)C(CCCCCCCCCCCCC)=O N,N-ditetradecanoyl-acetamide